tert-butyl-(S)-4-(6-chloro-2-(((S)-1-methylpyrrolidin-2-yl)methoxy)-7-(5,6,7,8-tetrahydronaphthalen-1-yl)quinazolin-4-yl)-2-(cyanomethyl)piperazine-1-carboxylic acid C(C)(C)(C)[C@@]1(N(CCN(C1)C1=NC(=NC2=CC(=C(C=C12)Cl)C1=CC=CC=2CCCCC12)OC[C@H]1N(CCC1)C)C(=O)O)CC#N